C1=C2C=C3C(=CC=C4C=5C=CC=CC5C=C34)C2=CC=C1 indeno-fluorene